1-(hydroxymethyl)-3-azabicyclo[3.2.1]octane-3-carboxylic acid tert-butyl ester C(C)(C)(C)OC(=O)N1CC2(CCC(C1)C2)CO